C(#N)C=1OC2=C(C1NC(C(F)(F)F)=O)C=CC(=C2)CC N-(2-cyano-6-ethyl-1-benzofuran-3-yl)-2,2,2-trifluoroacetamide